CN1N=C2C(C(N(C3=C(C=CC=C23)N)C)([2H])[2H])=C1 2,5-dimethyl-4,5-dihydro-2H-pyrazolo[4,3-c]quinolin-4,4-d2-6-amine